N-(3-(1-methylazetidin-3-yl)-9H-xanthen-9-yl)-2-oxo-6-(trifluoromethyl)-1,2-dihydropyridine-3-carboxamide CN1CC(C1)C=1C=CC=2C(C3=CC=CC=C3OC2C1)NC(=O)C=1C(NC(=CC1)C(F)(F)F)=O